N-(5-Fluoropyridin-2-yl)-6-methyl-4-(5-methyl-1,2,4-oxadiazol-3-yl)picolinamide FC=1C=CC(=NC1)NC(C1=NC(=CC(=C1)C1=NOC(=N1)C)C)=O